Br.C(CC)SC(N)=N S-propyl-isothiourea hydrogen bromide